C(#N)[C@H](CC1=CC=C(C=C1)C=1C=CC2=C(N(C(O2)=O)C)C1)NC(=O)[C@H]1OCC(CN(C1)C(=O)OC(C)(C)C)(CC1=NC=CC=C1)O tert-butyl (2S)-2-{[(1S)-1-cyano-2-[4-(3-methyl-2-oxo-2,3-dihydro-1,3-benzoxazol-5-yl)phenyl]ethyl]carbamoyl}-6-hydroxy-6-(pyridin-2-ylmethyl)-1,4-oxazepane-4-carboxylate